COC=1NC(=C(N1)C=1C=C2C=C(C=NC2=CC1)C=1CCC2(CCNCC2)CC1)C1=NC(=CC=C1)C 9-[6-[2-methoxy-5-(6-methyl-2-pyridyl)-1H-imidazol-4-yl]-3-quinolyl]-3-azaspiro[5.5]undec-9-ene